C(C)(C)(C)[Si](C1=CC=CC=C1)(C1=CC=CC=C1)OCCCCOC1=C(C=CC(=C1)[N+](=O)[O-])F tert-butyl(4-(2-fluoro-5-nitrophenoxy)butoxy)diphenylsilane